5-((cis-3-(4-bromophenyl)cyclobutoxy)-pyrazin-2-yl)-3-(methoxymethoxy)isoxazole BrC1=CC=C(C=C1)[C@H]1C[C@H](C1)OC=1C(=NC=CN1)C1=CC(=NO1)OCOC